N[C@H](C#N)C[C@H]1C(NC2=C(O1)C=C(C(=C2)F)F)=O (S)-2-amino-3-((S)-6,7-difluoro-3-oxo-3,4-dihydro-2H-benzo[b][1,4]oxazin-2-yl)propanenitrile